6-Phenoxybenzo[d]thiazol O(C1=CC=CC=C1)C1=CC2=C(N=CS2)C=C1